O1CCN(CC1)C(=O)C1CCC(CC1)C1=CC=C(C=C1)N1C[C@@H](CC1)OC=1C(=NC=2N(C1C)N=C(N2)C)C morpholino-[4-[4-[(3R)-3-[(2,5,7-trimethyl-[1,2,4]triazolo[1,5-a]pyrimidin-6-yl)oxy]pyrrolidin-1-yl]phenyl]cyclohexyl]methanone